O=C1NC(CCC1NC1=CC(=C(C=C1)C1CCN(CC1)C1CCN(CC1)C(=O)O[C@@H]1CC[C@H](CC1)NC1=NC=C(C(=N1)C=1C=C(C=CC1)C1=CC=CC=C1)F)F)=O trans-4-((4-([1,1'-biphenyl]-3-yl)-5-fluoropyrimidin-2-yl)amino)cyclohexyl 4-(4-((2,6-dioxopiperidin-3-yl)amino)-2-fluorophenyl)-[1,4'-bipiperidine]-1'-carboxylate